THYMIDINE-MONOPHOSPHATE P(=O)(O)(O)OC[C@@H]1[C@H](C[C@@H](O1)N1C(=O)NC(=O)C(C)=C1)O